1-(4-isopropyl-phenyl)-3-(2,6-dimethoxystyryl)-5-(2,6-dimethoxyphenyl)-pyrazoline C(C)(C)C1=CC=C(C=C1)N1NC(=CC1C1=C(C=CC=C1OC)OC)C=CC1=C(C=CC=C1OC)OC